(1R,2S,5R)-N-(3-(4-(2-aminoacetyl)piperazin-1-yl)benzyl)-2-isopropyl-5-methylcyclohexanecarboxamide dihydrochloride Cl.Cl.NCC(=O)N1CCN(CC1)C=1C=C(CNC(=O)[C@H]2[C@@H](CC[C@H](C2)C)C(C)C)C=CC1